C(C1=CC=CC=C1)OC=1C=C2C=CN(C2=CC1)C[C@@H](C)NC (R)-1-(5-(benzyloxy)-1H-indol-1-yl)-N-methylpropan-2-amine